5-(8-((1S,2S)-2-(2-chlorophenyl)cyclopropyl)imidazo[1,2-b]pyridazin-6-yl)pyrimidine-2,4(1H,3H)-dione ClC1=C(C=CC=C1)[C@@H]1[C@H](C1)C=1C=2N(N=C(C1)C=1C(NC(NC1)=O)=O)C=CN2